CN(C(=O)C=1C=NN2C1CN(CC2)C(=O)C=2NC1=CC(=CC(=C1C2)C)F)C2(CC2)C2=CC=C(C(=O)O)C=C2 4-{1-[N-methyl-5-(6-fluoro-4-methyl-1H-indole-2-carbonyl)-4H,5H,6H,7H-pyrazolo[1,5-a]pyrazine-3-amido]cyclopropyl}benzoic acid